NCCSCC 2-aminoethyl-ethylsulfide